Methyl 5-chloro-4-(imidazo[1,2-a]pyridin-6-yl)pyrimidine-2-carboxylate ClC=1C(=NC(=NC1)C(=O)OC)C=1C=CC=2N(C1)C=CN2